8-bromo-6-chloro-2-(1-(trifluoromethyl)cyclopropyl)imidazo[1,2-b]pyridazine BrC=1C=2N(N=C(C1)Cl)C=C(N2)C2(CC2)C(F)(F)F